BrCC1=CC=C2N=C(C(NC2=C1C)=O)C 7-(bromomethyl)-3,8-dimethyl-1H-quinoxalin-2-one